1-(((2-fluorobenzyl)oxy)methyl)-4-methyl-2-nitrobenzene FC1=C(COCC2=C(C=C(C=C2)C)[N+](=O)[O-])C=CC=C1